FC=1C(=NC=CC1)C=1C(=NC=CC1)C(=O)N1[C@@H]2[C@@H](C[C@H](C1)CC2)OC2=NC=C(C=C2)C(F)(F)F (3-fluoro-[2,3'-bipyridine]-2'-yl)((1S,4R,6R)-6-((5-(trifluoromethyl)pyridin-2-yl)oxy)-2-azabicyclo[2.2.2]oct-2-yl)methanone